2-((methylthio)methyl)pyridin-4-amine CSCC1=NC=CC(=C1)N